ClC=1C=C(C=C(C1F)Cl)C1(CC1)C(=N)NO 1-(3,5-dichloro-4-fluorophenyl)-N-hydroxycyclopropane-1-carboxamidine